CC1=CC=CC2=C1C(C(CO2)CC(F)F)=O 5-methyl-3-(2,2-difluoroethyl)-2,3-dihydrobenzopyran-4-one